FC=1C(=NC(=NC1)N[C@@H]1C[C@H]2CO[C@@H]([C@H]1O)O2)C=2C=C1C=C(C=NC1=C(C2)F)C(C)(C)O (1S,3R,4S,5R)-3-((5-fluoro-4-(8-fluoro-3-(2-hydroxypropan-2-yl)quinolin-6-yl)pyrimidin-2-yl)amino)-6,8-dioxabicyclo[3.2.1]octan-4-ol